BrC=1C=C2C(=NC=3N(C2=CC1)CCN3)NC(C)C3=CC(=CC(=C3)C(F)(F)F)[N+](=O)[O-] (7-bromo-1,2-dihydro-imidazo[1,2-a]quinazolin-5-yl)-[1-(3-nitro-5-trifluoromethyl-phenyl)-ethyl]-amine